C(CCCC)C1=CC=C(C=C1)C1=CC=C(C=C1)OB(O)O [4-(4-pentylphenyl)phenyl]boric acid